Laminine N[C@@H](CCCC[N+](C)(C)C)C(=O)O